CC=1C=C(C=CC1)N(C1=CC=C(C=C1)C=1C(=C(C=CC1NC1=CC=CC=C1)C1=CC=C(C=C1)NC1=CC=CC=C1)C1=CC=C(C=C1)N(C1=CC(=CC=C1)C)C1=CC(=CC=C1)C)C1=CC(=CC=C1)C bis[4-bis(3-methylphenyl)aminophenyl]-N,N'-diphenyl-4,4'-diaminobiphenyl